tert-butyl-4-(3-aminopropyl)piperazine-1-carboxylic acid C(C)(C)(C)C1N(CCN(C1)CCCN)C(=O)O